C(C)(C)(C)OC1N(C=CC2=CC=CC=C12)C(=O)OC(C)(C)C 1-tert-butoxy-2-tert-butoxycarbonyl-1,2-dihydroisoquinoline